1-acetyl-6-chloro-2-oxoindole C(C)(=O)N1C(CC2=CC=C(C=C12)Cl)=O